FC(CNC(=O)C1=CN=C2N1C=C(C=C2)C2=CNC1=NC=C(C=C12)NC(=O)C1CCN(CC1)C)F N-(2,2-difluoroethyl)-6-(5-(1-methylpiperidine-4-carboxamido)-1H-pyrrolo[2,3-b]pyridin-3-yl)imidazo[1,2-a]pyridine-3-carboxamide